C(C)OC(CC(C(C)(C)C)N1C=C(C2=C1N=C(N=C2)Cl)F)=O 3-(2-chloro-5-fluoro-7H-pyrrolo[2,3-d]pyrimidin-7-yl)-4,4-dimethylpentanoic acid ethyl ester